[1-(3-fluorobenzenesulfonyl)piperidin-4-yloxy]Benzothiazole-6-carboxylic acid FC=1C=C(C=CC1)S(=O)(=O)N1CCC(CC1)OC=1SC2=C(N1)C=CC(=C2)C(=O)O